3-((4-(difluoromethyl)-1,1,2,2-tetrafluoro-3-oxo-2,3-dihydro-1H-inden-5-yl)oxy)benzonitrile FC(C1=C2C(C(C(C2=CC=C1OC=1C=C(C#N)C=CC1)(F)F)(F)F)=O)F